FC1=C(C(=CC=C1)F)/C(=C(/C=1C=C2C(=NN(C2=CC1)C1OCCCC1)F)\C1=CC=C(OCCNC(OC(C)(C)C)=O)C=C1)/CC tert-butyl (E)-(2-(4-(2-(2,6-difluorophenyl)-1-(3-fluoro-1-(tetrahydro-2H-pyran-2-yl)-1H-indazol-5-yl)but-1-en-1-yl)phenoxy)ethyl)carbamate